C(C)(C)(C)[Si](OC[C@@H]([C@H]([C@@H](\C=C(/CCCCCCCCCC)\[N+](=O)[O-])OCC1=CC=CC=C1)OCC1=CC=CC=C1)OCC1=CC=CC=C1)(C)C tert-butyldimethyl-(((2S,3S,4R,E)-2,3,4-tris(benzyloxy)-6-nitrohexadecan-5-en-1-yl)oxy)silane